2-Methoxy-N-[5-methoxy-6-({1-[(4-methoxyphenyl)methyl]-3-methyl-1H-pyrazol-5-yl}amino)-1,2-benzoxazol-3-yl]benzene-1-sulfonamide COC1=C(C=CC=C1)S(=O)(=O)NC1=NOC2=C1C=C(C(=C2)NC2=CC(=NN2CC2=CC=C(C=C2)OC)C)OC